3'-(3,5-difluorophenyl)dihydro-1'H,3'H,5'H-spiro[piperidine-4,6'-pyrrolo[1,2-c]oxazol]-5'-one FC=1C=C(C=C(C1)F)C1OCC2N1C(C1(C2)CCNCC1)=O